(2R,3S,5R)-2-((bis(4-methoxyphenyl)(phenyl)methoxy)methyl)-5-(2-chloro-4-(((4-methoxyphenyl)diphenylmethyl)amino)-7H-pyrrolo[2,3-d]pyrimidin-7-yl)-2-ethynyltetrahydrofuran-3-ol COC1=CC=C(C=C1)C(OC[C@]1(O[C@H](C[C@@H]1O)N1C=CC2=C1N=C(N=C2NC(C2=CC=CC=C2)(C2=CC=CC=C2)C2=CC=C(C=C2)OC)Cl)C#C)(C2=CC=CC=C2)C2=CC=C(C=C2)OC